(trans)-3-(((R)-7-(4-chloro-3-(trifluoromethyl)benzoyl)-2-(isopropylamino)-6-methyl-4-oxo-5,6,7,8-tetrahydropyrido[3,4-d]pyrimidin-3(4H)-yl)methyl)-N-methylcyclobutanecarboxamide ClC1=C(C=C(C(=O)N2CC=3N=C(N(C(C3C[C@H]2C)=O)C[C@@H]2C[C@H](C2)C(=O)NC)NC(C)C)C=C1)C(F)(F)F